C(C)(C)(C)OC(=O)N1C2(CC2)CC(CC1)OS(=O)(=O)C.C(CCC)N(C1CC(N(C(C1)(C)C)C)(C)C)C1=NC(=NC(=N1)N(CCCC)C1CC(N(C(C1)(C)C)C)(C)C)NCCCCCC(CCCCCNC1=NC(=NC(=N1)N(CCCC)C1CC(N(C(C1)(C)C)C)(C)C)N(CCCC)C1CC(N(C(C1)(C)C)C)(C)C)NC1=NC(=NC(=N1)N(CCCC)C1CC(N(C(C1)(C)C)C)(C)C)N(CCCC)C1CC(N(C(C1)(C)C)C)(C)C 1,6,11-tris[2,4-bis(N-butyl-N-(1,2,2,6,6-pentamethyl-4-piperidyl)amino)-s-triazine-6-yl]aminoundecane tert-butyl-7-(methanesulfonyloxy)-4-azaspiro[2.5]octane-4-carboxylate